tert-butyl ((trans)-3-(2-(3-carbamoyl-5-nitro-1H-indazol-1-yl)-N-(2-((3-chloro-2-fluorobenzyl)amino)-2-oxoethyl)acetamido)cyclobutyl)carbamate C(N)(=O)C1=NN(C2=CC=C(C=C12)[N+](=O)[O-])CC(=O)N(CC(=O)NCC1=C(C(=CC=C1)Cl)F)[C@@H]1C[C@H](C1)NC(OC(C)(C)C)=O